FC=1C=C(CO[C@@H]2CC[C@H](CC2)C(=O)NCC2=C(C(=C(C=C2)C(F)(F)F)C=2NC(C(=C(N2)C)F)=O)F)C=CC1F trans-4-[(3,4-difluorobenzyl)oxy]-N-[2-fluoro-3-(5-fluoro-4-methyl-6-oxo-1,6-dihydropyrimidin-2-yl)-4-(trifluoromethyl)benzyl]cyclohexane-1-carboxamide